4-(2-Oxo-2,3-dihydro-benzooxazol-5-ylamino)-2-(3,4,5-trimethyl-phenylamino)-pyrimidine-5-carboxylic acid methyl ester trifluoroacetate salt FC(C(=O)O)(F)F.COC(=O)C=1C(=NC(=NC1)NC1=CC(=C(C(=C1)C)C)C)NC=1C=CC2=C(NC(O2)=O)C1